4-trifluoromethyl-phenyl azide FC(C1=CC=C(C=C1)N=[N+]=[N-])(F)F